1-cyclopropyl-1H-pyrazole-4-carboxamide C1(CC1)N1N=CC(=C1)C(=O)N